CN(CCS(=O)(=O)[O-])C.C(C=C)(=O)O.[Na+] sodium acrylate dimethyl-taurate